Tert-butyl (R)-(1-(3-cyanophenyl)pyrrolidin-3-yl)carbamate C(#N)C=1C=C(C=CC1)N1C[C@@H](CC1)NC(OC(C)(C)C)=O